2-Chloro-4-((3R)-8-(4-(4-((1-(3-((2,6-dioxo-piperidin-3-yl)amino)phenyl)piperidin-4-yl)-methyl)piperazine-1-carbonyl)phenyl)-3-methyl-2,8-diazaspiro[4.5]decan-2-yl)benzonitrile ClC1=C(C#N)C=CC(=C1)N1CC2(C[C@H]1C)CCN(CC2)C2=CC=C(C=C2)C(=O)N2CCN(CC2)CC2CCN(CC2)C2=CC(=CC=C2)NC2C(NC(CC2)=O)=O